CC=1N=C(SC1C1=NC(=NC=C1)NC1=CC(=CC=C1)[N+](=O)[O-])N 4-methyl-5-[2-(3-nitroanilino)pyrimidin-4-yl]-1,3-thiazol-2-amine